5-chloro-8-hydroxy-3,4-dihydroisoquinoline-2(1H)-carboxylic acid tert-butyl ester C(C)(C)(C)OC(=O)N1CC2=C(C=CC(=C2CC1)Cl)O